N,N'-di-t-butylethylenediamine CC(C)(C)NCCNC(C)(C)C